3-(((2R,3S)-8-methoxy-2-(6-methoxypyridin-3-yl)-3-methyl-2,3-dihydrobenzo[b][1,4]dioxin-6-yl)methyl)-3H-imidazo[4,5-b]pyridine COC1=CC(=CC2=C1O[C@@H]([C@@H](O2)C)C=2C=NC(=CC2)OC)CN2C=NC=1C2=NC=CC1